1-(3-fluorobenzyl)-6-(1,3,5-trimethyl-1H-pyrazol-4-yl)-1H-imidazo[4,5-b]pyridine FC=1C=C(CN2C=NC3=NC=C(C=C32)C=3C(=NN(C3C)C)C)C=CC1